(R,2R)-N'-((5-(2-methoxypyridin-4-yl)-2,3-dihydro-1H-inden-4-yl)carbamoyl)-2-methyl-2,3-dihydropyrazolo[5,1-b]oxazole-7-sulfonimidamide COC1=NC=CC(=C1)C=1C(=C2CCCC2=CC1)NC(=O)N=[S@](=O)(N)C=1C=NN2C1O[C@@H](C2)C